COC1O[C@@H]([C@H]2OC(O[C@H]21)(C)C)CC=O 2-[(3aR,6R,6aR)-4-methoxy-2,2-dimethyl-3a,4,6,6a-tetrahydrofuro[3,4-d][1,3]-dioxol-6-yl]acetaldehyde